(S)-6-(4-chlorophenyl)-N-(1-(3-methoxy-4-fluorophenyl)ethyl)-2-(1-methyl-1H-pyrazol-4-yl)pyrimidine-4-formamide ClC1=CC=C(C=C1)C1=CC(=NC(=N1)C=1C=NN(C1)C)C(=O)N[C@@H](C)C1=CC(=C(C=C1)F)OC